N-(2-methoxy-5-(4-(piperazin-1-yl)quinazolin-6-yl)pyridin-3-yl)cyclohexanesulfonamide COC1=NC=C(C=C1NS(=O)(=O)C1CCCCC1)C=1C=C2C(=NC=NC2=CC1)N1CCNCC1